OC=1C=C(C#N)C=CC1C1=C2C(=C(N=N1)N[C@H]1CNCCC1)SC=C2 (R)-3-hydroxy-4-(7-(piperidin-3-ylamino)thieno[2,3-d]pyridazin-4-yl)benzonitrile